2-nitro-5-(piperidin-1-yl)aniline [N+](=O)([O-])C1=C(N)C=C(C=C1)N1CCCCC1